O=C1NC(CCC1N1C(C2=CC=CC(=C2C1=O)NCCCCCCNC(CN1CCN(CC1)C1=CC=C(C=C1)C1=NNC2=C1N=C(N=C2)C2=C(C=CC=C2OC)F)=O)=O)=O N-(6-((2-(2,6-Dioxopiperidin-3-yl)-1,3-dioxoisoindolin-4-yl)amino)hexyl)-2-(4-(4-(5-(2-Fluoro-6-methoxyphenyl)-1H-pyrazolo[4,3-d]pyrimidin-3-yl)phenyl)piperazin-1-yl)acetamid